IC=1C=NN(C1C)CC12CC3(CC(CC(C1)C3)C2)OCCOCCOCCNC 2-{2-[2-({3-[(4-iodo-5-methyl-1H-pyrazol-1-yl)methyl]tricyclo[3.3.1.13,7]dec-1-yl}oxy)ethoxy]ethoxy}-N-methylethanamine